Cl.COC([C@@H](N)C)=O (L)-alanine methyl ester hydrochloride